ClC1=C(C(=O)N2COC3=C(C2)C=CC=C3C3=CC(=C(C(=O)O)C=C3F)N3C2COCC3CC2)C(=CC(=C1)N1C(C(N(CC1)C)C)C)Cl 4-[3-[2,6-Dichloro-4-(2,3,4-trimethylpiperazin-1-yl)benzoyl]-2,4-dihydro-1,3-benzoxazin-8-yl]-5-fluoro-2-(3-oxa-8-azabicyclo[3.2.1]octan-8-yl)benzoic acid